2,3-di-n-octylphenol C(CCCCCCC)C1=C(C=CC=C1CCCCCCCC)O